O1CCC(=CC1)C=1N=CC2=C(N1)C(N(C2)C(C)C)=O 2-(3,6-dihydro-2H-pyran-4-yl)-6-isopropyl-5,6-dihydro-7H-pyrrolo[3,4-d]Pyrimidin-7-one